1-(trifluoromethyl)propylamine FC(C(CC)N)(F)F